[C@H]1(C=CCCC1)[C@@H]([C@@]1(N(C([C@H]2[C@@]1(O[C@@H](C2)OC)C)=O)C(=O)OC(C)(C)C)C(=O)OC)O 5-(tert-butyl) 6-methyl (2S,3aR,6S,6aS)-6-((S)-((S)-cyclohex-2-en-1-yl)(hydroxy)methyl)-2-methoxy-6a-methyl-4-oxohexahydro-5H-furo[2,3-c]pyrrole-5,6-dicarboxylate